FC1(CC2(C1)CC(N(CC2)CC2=C1C=CNC1=C(C=C2OC)C)C2=CC=C(C(=O)NC1CC3(CNC3)C1)C=C2)F 4-(2,2-difluoro-7-((5-methoxy-7-methyl-1H-indol-4-yl)methyl)-7-azaspiro[3.5]nonan-6-yl)-N-(2-azaspiro[3.3]heptan-6-yl)benzamide